8-(4-chloro-2-fluorophenyl)-2,3-dimethyl-6-[(2R)-2-(2-methylpyrimidin-5-yl)morpholin-4-yl]-3H,4H-pyrimido[5,4-d][1,3]diazin-4-one ClC1=CC(=C(C=C1)C1=NC(=NC2=C1N=C(N(C2=O)C)C)N2C[C@H](OCC2)C=2C=NC(=NC2)C)F